C1(CCC1)NC(CN1N=C(C(=C1)NC(=O)C=1C=NN2C1N=CC=C2)C2=C(C=CC(=C2)F)OC)=O N-(1-(2-(cyclobutylamino)-2-oxoethyl)-3-(5-fluoro-2-methoxyphenyl)-1H-pyrazol-4-yl)pyrazolo[1,5-a]pyrimidine-3-carboxamide